ethyl-(2-fluoroethyl) carbonate C(OCC(F)CC)([O-])=O